FC(OC=1C=C(C=CC(=O)O)C=CC1)(F)F 3-(trifluoromethoxy)cinnamic acid